methyl (S)-2-(2-(1H-pyrazol-1-yl)ethyl)-3-(2-((S)-3-acetamidopyrrolidin-1-yl)ethyl)-7-methyl-3,7,8,9-tetrahydro-6H-imidazo[4,5-f]quinoline-6-carboxylate N1(N=CC=C1)CCC=1N(C=2C(=C3CC[C@@H](N(C3=CC2)C(=O)OC)C)N1)CCN1C[C@H](CC1)NC(C)=O